N-[4-(5-chloro-1,3-benzoxazol-2-yl)-1-bicyclo[2.2.2]octanyl]-2-(1,1-dioxothiazinan-2-yl)acetamide ClC=1C=CC2=C(N=C(O2)C23CCC(CC2)(CC3)NC(CN3S(CCCC3)(=O)=O)=O)C1